4-(1-chloroethyl)-1-methoxy-2-nitrobenzene ClC(C)C1=CC(=C(C=C1)OC)[N+](=O)[O-]